C(#N)C1(CC1)C1=NC(=CC(=C1)C(=O)NC(C)C=1N(N=CN1)C1=NC=C(C=N1)OCC(F)(F)F)C(F)(F)F 2-(1-cyanocyclopropyl)-N-[1-[2-[5-(2,2,2-trifluoroethoxy)pyrimidin-2-yl]-1,2,4-triazol-3-yl]ethyl]-6-(trifluoromethyl)pyridine-4-carboxamide